N-[2-Chloro-5-[(4,4-difluoro-1-piperidinyl)carbonyl]-4-methylphenyl]-1,1,1-trifluoromethanesulfonamide ClC1=C(C=C(C(=C1)C)C(=O)N1CCC(CC1)(F)F)NS(=O)(=O)C(F)(F)F